O=C(C(=O)O)NC1CCCC2=CC=CC=C12 2-oxo-2-((1,2,3,4-tetrahydronaphthalen-1-yl)amino)acetic acid